OCCCCCCCC/C=C/CCCCCCCC(=O)O 18-hydroxy-(9E)-octadec-9-enoic acid